Cl.Cl.Cl.FC=1C=C(C=CC1F)[C@H]1[C@@H](CN(C1)CCOC)NC(=O)NC1=C(C(=NN1C1=CC=CC=C1)OCCN1CCN(CC1)C)C 1-((3S,4R)-4-(3,4-difluorophenyl)-1-(2-methoxyethyl)pyrrolidin-3-yl)-3-(4-methyl-3-(2-(4-methylpiperazin-1-yl)ethoxy)-1-phenyl-1H-pyrazol-5-yl)urea trihydrochloride